ethyl 4-methylvalerate CC(CCC(=O)OCC)C